FC1=C(C#N)C=CC(=C1)C1=NC(=CN=C1C1=CC2=C(N(C=N2)C)C=C1)N1CCC(CC1)NC 2-fluoro-4-[6-[4-(methylamino)piperidin-1-yl]-3-(1-methylbenzimidazol-5-yl)pyrazin-2-yl]benzonitrile